2-((3R*,4R*)-4-(((6-((R)-4,4-difluoro-2-(5-(trifluoromethyl)pyridin-2-yl)pyrrolidin-1-yl)-5-fluoropyrimidin-4-yl)amino)methyl)-3-fluoropiperidin-1-yl)acetamide FC1(C[C@@H](N(C1)C1=C(C(=NC=N1)NC[C@@H]1[C@H](CN(CC1)CC(=O)N)F)F)C1=NC=C(C=C1)C(F)(F)F)F |o1:14,15|